bis(succinic acid) potassium sodium salt [Na+].[K+].C(CCC(=O)[O-])(=O)[O-].C(CCC(=O)O)(=O)O